CO[C@@H]1CC[C@H](CC1)CN1C2=C(NCC1=O)N=CC=N2 8-((trans-4-methoxycyclohexyl)methyl)-7-oxo-5,6,7,8-tetrahydropyrazino[2,3-b]pyrazin